nitroso-N,N'-dimethyl-terephthalamide N(=O)C1=C(C(=O)NC)C=CC(=C1)C(=O)NC